BrC1=C(C=C2C(=NC(=NC2=C1F)Cl)N1CCN(CC1)C(=O)OCC1=CC=CC=C1)Cl benzyl 4-(7-bromo-2,6-dichloro-8-fluoroquinazolin-4-yl)piperazine-1-carboxylate